COC=1C=C(C=CC1)NC(NC1=C(COC2=C(C(=O)N)C=CC=C2)C=CC=C1)=O (2-(3-(3-methoxyphenyl)ureido)benzyloxy)benzamide